ClC1=C(C=CC=C1)C(C)NC1=NC=C(C(=O)N[C@H](C)\C=C\S(=O)(=O)C)C(=C1)F 6-((1-(2-Chlorophenyl)ethyl)amino)-4-fluoro-N-((R,E)-4-(methylsulfonyl)but-3-en-2-yl)nicotinamide